C1(CC1)OC1=C(C(=O)OC)C=C(C=C1)C(F)(F)F methyl 2-cyclopropoxy-5-(trifluoromethyl)benzoate